N12C[C@H](C(CC1)CC2)OC(N[C@@H]2C(CCC1=CC(=C(C=C21)F)C2=CC(=CC=C2)OCC(C)C)(C)C)=O (S)-quinuclidin-3-yl((R)-7-fluoro-6-(3-isobutoxyphenyl)-2,2-dimethyl-1,2,3,4-tetrahydronaphthalen-1-yl)carbamate